1-[3-[[2-[1-(benzenesulfonamido)-2-(3-carbamimidoylphenyl)ethyl]-1,3-benzothiazol-6-yl]oxy]propyl]-3-methyl-urea C1(=CC=CC=C1)S(=O)(=O)NC(CC1=CC(=CC=C1)C(N)=N)C=1SC2=C(N1)C=CC(=C2)OCCCNC(=O)NC